(R)-1-benzyl-3-(difluoromethyl)-3-ethylpiperazin-2-one C(C1=CC=CC=C1)N1C([C@](NCC1)(CC)C(F)F)=O